methylethyl-tetradecyl-phosphine oxide CP(CCCCCCCCCCCCCC)(CC)=O